tert-butyl 2-((6-(5-cyanopyrazin-2-ylamino)-3-(methylcarbamoyl)pyridazin-4-ylamino)methyl)morpholine-4-carboxylate C(#N)C=1N=CC(=NC1)NC1=CC(=C(N=N1)C(NC)=O)NCC1CN(CCO1)C(=O)OC(C)(C)C